FC1(CCC(CC1)NC(C(C=1C=NC=CC1)N(C(=O)[C@@H]1N(C[C@](C1)(C)O)C(=O)OC(C)(C)C)C1=CC=C(C=C1)S(F)(F)(F)(F)F)=O)F Tert-butyl (2R,4R)-2-[[2-[(4,4-difluorocyclohexyl)amino]-2-oxo-1-(3-pyridyl)ethyl]-[4-(pentafluoro-λ6-sulfanyl)phenyl]carbamoyl]-4-hydroxy-4-methyl-pyrrolidine-1-carboxylate